(5-(2-methoxypyrimidin-5-yl)pyrazin-2-yl)carbamic acid 2-hydroxy-2-methylpropyl ester OC(COC(NC1=NC=C(N=C1)C=1C=NC(=NC1)OC)=O)(C)C